N-(2-((2-((2-aminoethyl)amino)-2-oxoethyl)amino)ethyl)-2-chloro-4-((3-(1-(cyanomethyl)-3-(trifluoromethyl)-1H-pyrazol-4-yl)imidazo[1,2-a]pyrazin-8-yl)amino)benzamide NCCNC(CNCCNC(C1=C(C=C(C=C1)NC=1C=2N(C=CN1)C(=CN2)C=2C(=NN(C2)CC#N)C(F)(F)F)Cl)=O)=O